C(C)(C)C1CCC(CC1)C1N(C(C2(CCNCC2)C2=CC=C(C=C12)NC(C)=O)=O)CCNS(N)(=O)=O N-(1-((1s,4s)-4-isopropylcyclohexyl)-3-oxo-2-(2-(sulfamoylamino)ethyl)-2,3-dihydro-1H-spiro[isoquinoline-4,4-piperidin]-7-yl)acetamide